C(=O)(OC(C)(C)C)N1CCN(CC1)C(C(=O)O)C1=CC=C(C=C1)OC 2-(4-Boc-piperazino)-2-(4-methoxyphenyl)acetic acid